(±)-4-(2-Oxo-1,4-dihydro-2H-quinazolin-3-yl)-piperidine-1-carboxylic acid [2-[1,4']bipiperidinyl-1'-yl-1-(2-methoxy-pyrimidin-5-ylmethyl)-2-oxo-ethyl]-amide N1(CCCCC1)C1CCN(CC1)C([C@@H](CC=1C=NC(=NC1)OC)NC(=O)N1CCC(CC1)N1C(NC2=CC=CC=C2C1)=O)=O |r|